(1S,3s)-3-((6-(5-((((Hexyloxy)carbonyl)amino)methyl)-1-methyl-1H-pyrazol-4-yl)pyridin-3-yl)oxy)-cyclohexan C(CCCCC)OC(=O)NCC1=C(C=NN1C)C1=CC=C(C=N1)OC1CCCCC1